Cl.N(CC(=O)O)CC(=O)O iminodiacetic acid hydrochloride